C(CCCC=CCCCC)(=O)O Dec-5(6)-enoic acid